BrC1=C(C=C2CCNCC2=C1)[N+](=O)[O-] 7-bromo-6-nitro-1,2,3,4-tetrahydroisoquinoline